racemic-ethyl cis-1-benzhydryl-3-(oxetan-3-yl)aziridine-2-carboxylate C(C1=CC=CC=C1)(C1=CC=CC=C1)[N@]1[C@H]([C@H]1C1COC1)C(=O)OCC |&1:13|